P(=O)(O)(O)C(C1=CC=C(C[C@H](N)C(=O)O)C=C1)(F)F 4-(phosphonodifluoromethyl)-L-phenylalanine